C1(=CCCCC1)CC1=CC(N(C2=CC=CC=C12)C)=O 4-(cyclohex-1-en-1-ylmethyl)-1-methylquinolin-2(1H)-one